C(CC)OC1=C(C(=C(C(=C1)C)O)C)C 4-propoxy-2,3,6-trimethylphenol